N1(CCOCC1)CC1(COC1)CC=1C(=C(C=CC1N)N)C(F)(F)F ((3-(morpholinylmethyl)oxetan-3-yl)methyl)-2-(trifluoromethyl)benzene-1,4-diamine